C(#N)C=1C=NC2=CC(=C(C=C2C1SCCCCCNS(=O)(=O)NC(OC(C)(C)C)=O)OC)OC tert-butyl (N-(5-((3-cyano-6,7-dimethoxyquinolin-4-yl)thio)pentyl)sulfamoyl)carbamate